C(C)(C)(C)NC(CN(C)C=1C2=C(N=C(N1)C1=NC=CC(=C1)O[C@H]1CN(CC1)CCF)CCC2)=O N-tert-butyl-2-{[2-(4-{[(3R)-1-(2-fluoroethyl)pyrrolidin-3-yl]oxy}pyridin-2-yl)-5H,6H,7H-cyclopenta[d]pyrimidin-4-yl](methyl)amino}acetamide